pyridol hydrochloride Cl.N1=C(C=CC=C1)O